C(C)(C)(C)[C@H]1OC=2C=C(C(=CC2C=2NC(C(=CC21)C#N)=O)OC)OCCCOC |r| (RS)-5-(tert-Butyl)-9-methoxy-8-(3-methoxypropoxy)-2-oxo-1,5-dihydro-2H-chromeno[4,3-b]pyridine-3-carbonitrile